(3-cyanobenzyl)-4,4'-bipyridyl-1-ium C(#N)C=1C=C(C[N+]2=CC=C(C=C2)C2=CC=NC=C2)C=CC1